tert-butyl 3-((3-(8-(benzyloxy)-2-fluoro-6-(methoxymethoxy)naphthalen-1-yl)prop-2-yn-1-yl)oxy)-5-cyanoazepane-1-carboxylate C(C1=CC=CC=C1)OC=1C=C(C=C2C=CC(=C(C12)C#CCOC1CN(CCC(C1)C#N)C(=O)OC(C)(C)C)F)OCOC